trans-N-(8-amino-6-chloro-2,7-naphthyridin-3-yl)-2-fluorocyclopropanecarboxamide NC=1N=C(C=C2C=C(N=CC12)NC(=O)[C@H]1[C@@H](C1)F)Cl